6-[1-({4-[5-(Difluoromethyl)-1,3,4-oxadiazol-2-yl]-2,6-difluorophenyl}methyl)-1H-1,2,3-triazol-4-yl]-N-methylquinazolin-2-amine FC(C1=NN=C(O1)C1=CC(=C(C(=C1)F)CN1N=NC(=C1)C=1C=C2C=NC(=NC2=CC1)NC)F)F